tert-butyl ((5S,8S,10aR)-8-(((R)-chroman-4-yl)carbamoyl)-3-(ethylsulfonyl)-6-oxodecahydropyrrolo[1,2-a][1,5]diazocin-5-yl)carbamate O1CC[C@H](C2=CC=CC=C12)NC(=O)[C@@H]1CC[C@H]2N1C([C@H](CN(CC2)S(=O)(=O)CC)NC(OC(C)(C)C)=O)=O